methyl-7-(2-(dimethylamino)-3-((8-(2-((2-pentylcyclopropyl)methyl)cyclopropyl)octyl)oxy)propoxy)heptanoate COC(CCCCCCOCC(COCCCCCCCCC1C(C1)CC1C(C1)CCCCC)N(C)C)=O